C1(CC1)CS(=O)(=O)N1C=CC2=C(C=CC=C12)C1=C(C=C2NC(C=3N(C2=C1F)C(=NN3)C)(C)C)F 8-[1-(Cyclopropyl-methylsulfonyl)-1H-indol-4-yl]-7,9-difluoro-1,4,4-trimethyl-5H-[1,2,4]triazolo[4,3-a]quinoxaline